methyl (Z)-[4-[3-(4-tert-butylphenyl)-3-[4-[3-(morpholin-4-yl)propynyl]phenyl]allyloxy]-2-methylphenoxy]acetate C(C)(C)(C)C1=CC=C(C=C1)/C(=C/COC1=CC(=C(OCC(=O)OC)C=C1)C)/C1=CC=C(C=C1)C#CCN1CCOCC1